N-(2-Methoxyethyl)-N,6-dimethyl-5-(4,4,5,5-tetramethyl-1,3,2-dioxaborolan-2-yl)pyridin-2-amine COCCN(C1=NC(=C(C=C1)B1OC(C(O1)(C)C)(C)C)C)C